C(C)SC=1C(=NN(C1NC(OC(C)(C)C)=O)C)C1=NN2C(C=C(C=C2)C(F)(F)F)=N1 t-butyl (4-(ethylthio)-1-methyl-3-(7-(trifluoromethyl)-[1,2,4]triazolo[1,5-a]pyridin-2-yl)-1H-pyrazol-5-yl)carbamate